NC1=CC(=C2C(CC(CCCC[C@@](C3=NN=C(C1=N2)O3)(C(F)(F)F)O)(C)C)=O)C(F)(F)F (6R)-17-amino-6-hydroxy-11,11-dimethyl-6,15-bis(trifluoromethyl)-19-oxa-3,4,18-triazatricyclo[12.3.1.12,5]nonadeca-1(18),2,4,14,16-pentaen-13-one